2,5-dibromobenzoquinone BrC=1C(C=C(C(C1)=O)Br)=O